6-(pyridazin-3-ylamino)benzimidazol-1-yl-3-[(2R,4R)-4-fluorotetrahydrofuran-2-yl-2-pyridyl]-5-methyl-pyrazole-3-carbonitrile N1=NC(=CC=C1)NC=1C=CC2=C(N(C=N2)C=2C(N=NC2C)(C#N)C2=NC=CC=C2[C@@H]2OC[C@@H](C2)F)C1